C(C)(C)(C)OC(=O)N1CCC(=CC1)C1=NC(=C2N=CN(C2=N1)[C@@H]1CC[C@@H](CC1)C(NC1=CC(=CC=C1)OC)=O)N 4-(6-amino-9-{cis-4-[(3-methoxyphenyl)carbamoyl]cyclohexyl}-9H-purin-2-yl)-3,6-dihydropyridine-1(2H)-carboxylic acid tert-butyl ester